2,2-dimethoxyethylamine HCl salt Cl.COC(CN)OC